2-chloro-5,5-dimethyl-4-phenyl-1,3,2-dioxaphosphorinane 2-oxide ClP1(OCC(C(O1)C1=CC=CC=C1)(C)C)=O